(E)-N-(4-fluorophenyl)-2,4-dimethoxy-6-(4-(2-oxo-2-(piperidin-1-yl)ethoxy)styryl)benzamide FC1=CC=C(C=C1)NC(C1=C(C=C(C=C1\C=C\C1=CC=C(C=C1)OCC(N1CCCCC1)=O)OC)OC)=O